tert-butyl (1R,5S,6s)-3-azabicyclo[3.1.0]hexan-6-ylcarbamate CC(C)(C)OC(=O)NC1[C@H]2[C@@H]1CNC2